acrylamido-N,N-bis(2-hydroxyethyl)-N-methylpropylammonium chloride [Cl-].C(C=C)(=O)NC(CC)[N+](C)(CCO)CCO